C(C1=CC=CC=C1)(C1=CC=CC=C1)(C1=CC=CC=C1)B([O-])[O-] tritylboronate